5-amino-2-(1-benzothien-2-yl)benzoic acid methyl ester COC(C1=C(C=CC(=C1)N)C=1SC2=C(C1)C=CC=C2)=O